rac-(1R,2R,3R,3aR,8bS)-6,8-dimethoxy-3a-(4-methoxyphenyl)-2-(methylamino)-3-phenyl-1,2,3,3a-tetrahydro-8bH-cyclopenta[b]benzofuran-1,8b-diol COC1=CC2=C([C@]3([C@@](O2)([C@@H]([C@H]([C@H]3O)NC)C3=CC=CC=C3)C3=CC=C(C=C3)OC)O)C(=C1)OC |r|